CC(C(=O)O)(C)C1=CC(=C(C=C1)C)CCN[C@@H]([C@H]1CNC2=C(N1)N=CC=C2)C2=CC=CC=C2 2-methyl-2-(4-methyl-3-(2-(((R)-phenyl((R)-1,2,3,4-tetrahydropyrido[2,3-b]pyrazin-3-yl)methyl)amino)ethyl)phenyl)propanoic acid